ClC1=C2CCCC(C2=C(C=C1F)F)=O 5-chloro-6,8-difluoro-1,2,3,4-tetrahydronaphthalen-1-one